C1(=CC=CC=C1)C1=CC(=C(C=C1)O)C1=CC=CC=C1 4-phenyl-2-phenylphenol